α-methacrylic acid CC(=C)C(=O)O